(4-methoxyphenyl)-N,N-dimethyl-bicyclo[1.1.1]pentane-3-carboxamide COC1=CC=C(C=C1)C12CC(C1)(C2)C(=O)N(C)C